1-(3,4-dihydro-2h-pyrrol-5-yl)-ethanone N=1CCCC1C(C)=O